N-(3-amino-2,2-difluoro-3-oxopropyl)-N-(5-chloro-4-methylpyridin-3-yl)-5-(trifluoromethyl)-1H-benzo[d]imidazole-2-carboxamide NC(C(CN(C(=O)C1=NC2=C(N1)C=CC(=C2)C(F)(F)F)C=2C=NC=C(C2C)Cl)(F)F)=O